C(C1=CC=CC=C1)OC([C@@H](N(C(=O)OCC1=CC=CC=C1)CCN)CCC(N)=O)=O.FC(C(=O)O)(F)F trifluoroacetic acid benzyl-N-(2-aminoethyl)-N2-[(benzyloxy)carbonyl]-L-glutaminate